N-((S)-6,6-Dimethylpiperidin-3-yl)-4-(6-((S)-3-methylmorpholinyl)-1H-pyrrolo[2,3-b]pyridin-3-yl)-5-(trifluoromethyl)pyrimidin-2-amine CC1(CC[C@@H](CN1)NC1=NC=C(C(=N1)C1=CNC2=NC(=CC=C21)N2[C@H](COCC2)C)C(F)(F)F)C